ClC=1C=C2C(C(=[N+](C2=CC1)C(C)C)\C=C/1\C(C(=C1[O-])\C=C\1/N(C2=CC=C(C=C2C1(C)C)Cl)C(C)C)=O)(C)C (E)-4-((5-chloro-1-isopropyl-3,3-dimethyl-3H-indol-1-ium-2-yl)methylene)-2-(((Z)-5-chloro-1-isopropyl-3,3-dimethylindolin-2-ylidene) methyl)-3-oxocyclobut-1-en-1-olate